C(#N)C=1C=C(C=CC1)C1=NN2C(N=C(C=C2)C(=O)NC[C@@H]2NC(CC2)=O)=C1C1=CC(=NC(=C1)C)C 2-(3-cyanophenyl)-3-(2,6-dimethyl-4-pyridinyl)-N-[[(2R)-5-oxopyrrolidin-2-yl]methyl]pyrazolo[1,5-a]pyrimidine-5-carboxamide